tert-butyl (1-cyclohexylpropan-2-yl)(2-(sulfamoylmethyl)benzyl)carbamate C1(CCCCC1)CC(C)N(C(OC(C)(C)C)=O)CC1=C(C=CC=C1)CS(N)(=O)=O